4-(3-bromo-5-(2,3-dihydrobenzofuran-3-ylsulfanyl)phenyl)morpholine BrC=1C=C(C=C(C1)SC1COC2=C1C=CC=C2)N2CCOCC2